NC1=CC(=NN1CC(=O)N1C[C@@]2(CC1)C1=C(NC(O2)=O)C=CC(=C1F)Cl)C=1OC2=C(C1)C=CC=C2 (R)-1'-(2-(5-Amino-3-(benzofuran-2-yl)-1H-pyrazol-1-yl)acetyl)-6-chloro-5-fluorospiro[benzo[d][1,3]oxazine-4,3'-pyrrolidin]-2(1H)-one